O[C@@H]1[C@H]2[C@@]3(C[C@@]3([C@@H](C1)O2)C(=O)NC2=C(C=CC(=C2)C(F)(F)F)OC)C2=CC(=NC=C2)OC |r| rac-(1r,2r,4s,5r,6s)-6-hydroxy-N-(2-methoxy-5-(trifluoromethyl)phenyl)-4-(2-methoxypyridin-4-yl)-8-oxatricyclo[3.2.1.02,4]octane-2-carboxamide